BrC1=CC(=C(C=C1)C=NC=1OC(=NN1)C1=CC=CC=C1)F 1-(4-bromo-2-fluorophenyl)-N-(5-phenyl-1,3,4-oxadiazol-2-yl)methanimine